COC(=O)C1=C(NC(=C1)C1=C2C(=NC=C1)N(C=C2)S(=O)(=O)C2=CC=CC=C2)C2=C(C(=CC=C2)Cl)Cl 2-(2,3-dichlorophenyl)-5-[1-(benzenesulfonyl)-1H-pyrrolo[2,3-b]pyridin-4-yl]-1H-pyrrole-3-carboxylic acid methyl ester